((6-(1H-pyrazol-1-yl)hexyl)oxy)quinazoline N1(N=CC=C1)CCCCCCOC1=NC2=CC=CC=C2C=N1